C(C)(C)(C)[Si](OCC12CCC(CC1)(C2)CO)(C2=CC=CC=C2)C2=CC=CC=C2 (4-(((tertbutyldiphenylsilyl)oxy)methyl)bicyclo[2.2.1]heptan-1-yl)methanol